NC=1C(=CC=C2C=CC(=CC12)C1=CC=CC(=N1)C(=O)NC1CCN(CC1)C)COC 6-[8-amino-7-(methoxymethyl)-2-naphthyl]-N-(1-methyl-4-piperidyl)pyridine-2-carboxamide